7-(2-(5-Cyclopropyl-3-(2,6-difluorophenyl)isoxazol-4-yl)-7-azaspiro[3.5]non-1-en-7-yl)cinnolin C1(CC1)C1=C(C(=NO1)C1=C(C=CC=C1F)F)C1=CC2(C1)CCN(CC2)C2=CC=C1C=CN=NC1=C2